(S)-2-(methoxymethyl)-2-methyl-7-(benzenesulfonyl)-1,2,4,7-tetrahydro-3H-pyrrolo[3',2':5,6]Pyrido[3,4-b]Pyrazin COC[C@]1(NC2=C(NC1)C=NC1=C2C=CN1S(=O)(=O)C1=CC=CC=C1)C